BrC=1C=C(C(=NC1)Cl)C(C)=O 1-(5-bromo-2-chloropyridin-3-yl)ethan-1-one